C(CCCCC)N1N=CC(=C1N)\N=N\C=1N(C=CN1)C (E)-1-hexyl-4-((1-methyl-1H-imidazol-2-yl)diazenyl)-1H-pyrazol-5-amine